C(C)OC(=O)C=1C(N2C(NN1)=CC(=N2)Br)=O 7-bromo-4-oxo-1,4-dihydropyrazolo[5,1-c][1,2,4]triazine-3-carboxylic acid ethyl ester